C(#N)C(=CC=1C(=C(OCCC(=O)N[C@@H](CC2=CC=CC=C2)B(O)O)C=CC1)F)C(=O)N(C)C (R)-(1-(3-(3-(2-cyano-3-(dimethylamino)-3-oxoprop-1-en-1-yl)-2-fluorophenoxy)propanamido)-2-phenylethyl)boronic acid